C(C=C)(=O)NCCCNC(=O)C=1C=CC(=NC1)C1=NC=CC=C1 N-(3-acrylamidopropyl)-[2,2'-bipyridine]-5-carboxamide